ClC=1C=CC=C2C(NC(=NC12)C1CN(CC1)C1CCN(CC1)C=1C=CC(=NC1)C(=O)NC)=O 5-(4-(3-(8-chloro-4-oxo-3,4-dihydroquinazolin-2-yl)pyrrolidin-1-yl)piperidin-1-yl)-N-methylpicolinamide